3-(methyl(o-tolyl)carbamoyl)bicyclo[1.1.1]pentan-1-yl (1-(4-(2,6-dioxopiperidin-3-yl)-3,5-difluorophenyl)azetidin-3-yl)carbamate O=C1NC(CCC1C1=C(C=C(C=C1F)N1CC(C1)NC(OC12CC(C1)(C2)C(N(C2=C(C=CC=C2)C)C)=O)=O)F)=O